3-(cyclopropylmethyl)-2-(1-(4-ethyl-1,4-diazepan-1-yl)butyl)-6-fluoropyrido[2,3-d]pyrimidin-4(3H)-one C1(CC1)CN1C(=NC2=C(C1=O)C=C(C=N2)F)C(CCC)N2CCN(CCC2)CC